Sodium (2S)-2-((2S)-2-((((4,4-difluorocyclohexyl)(phenyl)methoxy)carbonyl)amino)-4-methylpentanamido)-1-hydroxy-3-((S)-2-oxopyrrolidin-3-yl)propane-1-sulfonate FC1(CCC(CC1)C(OC(=O)N[C@H](C(=O)N[C@H](C(S(=O)(=O)[O-])O)C[C@H]1C(NCC1)=O)CC(C)C)C1=CC=CC=C1)F.[Na+]